CC=1C=C(C=CC1)NC1=CC=CC=2C(C3=C(C=CC=C3C(C12)=O)NC1=CC(=CC=C1)C)=O 1,5-bis[(3-methylphenyl)amino]anthracene-9,10-dione